ethyl [4-(3-fluoro-4-formylphenoxy)piperidin-1-yl]acetate FC=1C=C(OC2CCN(CC2)CC(=O)OCC)C=CC1C=O